P(=O)(F)(F)F trifluorophosphat